4-(2-((S or R)-2-(2-isopropylphenyl)-4-(4-methoxybenzyl)piperazin-1-yl)-7-azaspiro[3.5]nonan-7-yl)benzamide C(C)(C)C1=C(C=CC=C1)[C@@H]1N(CCN(C1)CC1=CC=C(C=C1)OC)C1CC2(C1)CCN(CC2)C2=CC=C(C(=O)N)C=C2 |o1:9|